α-Ketoglutaric acid-methyloxime CON=C(C(CCC(=O)O)=O)O